((1-(3,3,3-trifluoropropyl)piperidin-4-yl)amino)quinazolin FC(CCN1CCC(CC1)NC1=NC2=CC=CC=C2C=N1)(F)F